1-bromo-4-(4-methoxyphenyl)-3-buten-2-one BrCC(C=CC1=CC=C(C=C1)OC)=O